COC=1C=C(C=CC1OC)N1N=C(C(C1=O)C(=O)[O-])C 1-(3,4-dimethoxyphenyl)-3-methyl-5-oxo-4,5-dihydro-1H-pyrazole-4-carboxylate